BrCCC1=NC(=CC=C1S(=O)(=O)N[C@@H](C(C)C1=C(C(=CC=C1F)C)C)C=1OC(NN1)=O)Cl 2-(2-Bromoethyl)-6-chloro-N-[(1S)-2-(6-fluoro-2,3-dimethylphenyl)-1-(5-oxo-4H-1,3,4-oxadiazol-2-yl)propyl]pyridine-3-sulfonamide